ClC=1C=C2C(=CNC2=CC1)N=C=O 5-chloro-3-isocyanato-1H-indole